7,8-difluoro-5-(7-fluoro-3,4-dihydroquinolin-1(2H)-yl)-[1,2,4]triazolo[4,3-a]quinazoline FC=1C=C2C(=NC=3N(C2=CC1F)C=NN3)N3CCCC1=CC=C(C=C31)F